FC(C=1C=C(C=NC1)C(C)N)(F)F 1-[5-(Trifluoromethyl)-3-pyridinyl]ethanamine